CC1CN(CC(C1)C)C=1N=C(C2=C(C=NNC2=O)N1)NC1=CC=C(C=C1)N1CCC2(CC2)CC1 6-(4-((2-(3,5-Dimethylpiperidin-1-yl)-5-oxo-5,6-dihydropyrimido[4,5-d]pyridazin-4-yl)amino)phenyl)-6-azaspiro[2.5]octan